ClC=1C=C(C2=C(C(=C(O2)C(C(F)(F)F)NC(NC=2C=NC(=NC2)N2CC(C2)O)=O)C)C1)F 3-[1-(5-chloro-7-fluoro-3-methyl-1-benzofuran-2-yl)-2,2,2-trifluoroethyl]-1-[2-(3-hydroxyazetidin-1-yl)pyrimidin-5-yl]urea